(5R)-3-(4-Bromo-3,5-difluoro-phenyl)-5-(triazol-1-ylmethyl)-4,5-dihydroisoxazole BrC1=C(C=C(C=C1F)C1=NO[C@H](C1)CN1N=NC=C1)F